2-[1-[2-[1-(3-Fluoro-4-methoxy-phenyl)pyrazol-4-yl]-6-methyl-4-oxo-chromen-8-yl]ethylamino]benzoic acid FC=1C=C(C=CC1OC)N1N=CC(=C1)C=1OC2=C(C=C(C=C2C(C1)=O)C)C(C)NC1=C(C(=O)O)C=CC=C1